C(C)(C)(C)OC(N(C1=C(C(=CC=C1)B1OC(C(O1)(C)C)(C)C)C(F)(F)F)C(=O)OC(C)(C)C)=O (tert-butoxycarbonyl)(3-(4,4,5,5-tetramethyl-1,3,2-dioxaborolan-2-yl)-2-(trifluoromethyl)phenyl)carbamic acid tert-butyl ester